ClC=1C(=C(C=CC1)C1=CC=C(C2=C1OCO2)C(=O)N2[C@@H](C/C(/C2)=N/OC)CO)C (S,Z)-(7-(3-chloro-2-methylphenyl)benzo[d][1,3]dioxol-4-yl)(2-(hydroxymethyl)-4-(methoxyimino)pyrrolidin-1-yl)methanone